CC=1C=2N(C=C(N1)C)C=C(C2)C=2C=C1C(NC(=NC1=CC2)C2CCN(CC2)C(=O)OC(C)(C)C)=O tert-Butyl 4-[6-(1,3-dimethylpyrrolo[1,2-a]pyrazin-7-yl)-4-oxo-3,4-dihydroquinazolin-2-yl]piperidine-1-carboxylate